BrC=1C=C(C=CC1F)N(C(CC(=O)O)=O)C=1C(=NC=CC1C)C(C)C 3-((3-bromo-4-fluorophenyl)(2-isopropyl-4-methylpyridin-3-yl)amino)-3-oxopropionic acid